CONC(C1=CN=C(C=C1NC1=C(C(=CC=C1)C=1C=NN(C1)C)OC)NC1=CC=C(C=C1)S(=O)(=O)C)=O N-methoxy-4-((2-methoxy-3-(1-methyl-1H-pyrazol-4-yl)-phenyl)amino)-6-((4-(methane-sulfonyl)phenyl)amino)nicotinamide